OC1CC(NC1)C(=O)NC(C)C1=CC=C(C=C1)C1=C(N=CS1)C 4-hydroxy-N-[(5S)-1-[4-(4-methyl-1,3-thiazol-5-yl)phenyl]ethyl]pyrrolidine-2-carboxamide